[S].[Sn] tin Sulfur